1-(3-fluorocyclobutyl)-4-(4-(4,4,5,5-tetramethyl-1,3,2-dioxaborolan-2-yl)-5,6-dihydro-2H-pyran-2-yl)-1H-pyrazole FC1CC(C1)N1N=CC(=C1)C1OCCC(=C1)B1OC(C(O1)(C)C)(C)C